4-methylpentane-1,1-diol CC(CCC(O)O)C